N-methyl-1,2,3,4-tetrahydronaphthalen-1-amine CNC1CCCC2=CC=CC=C12